1-mercapto-1,1-methanediol SC(O)O